FC(C1=C(C=CC=C1)[C@H]1CC[C@H](CC1)OC[C@@H]1N(CCC[C@@H]1NS(=O)(=O)C)C(=O)OC)F methyl (2R,3S)-2-(((cis-4-(2-(difluoromethyl)phenyl)cyclohexyl)-oxy)methyl)-3-((methylsulfonyl)amino)piperidine-1-carboxylate